L-α-cyclopropyl-glycine C1(CC1)[C@H](N)C(=O)O